C(#C)C=1C(=CC=C2C=CC=C(C12)C1=CC=C2C(=NC(=NC2=C1F)OC[C@]12CCCN2C[C@@H](C1)F)C1N(C(CNC1)F)C(=O)[O-])F 7-(8-ethynyl-7-fluoronaphth-1-yl)-6,8-difluoro-2-(((2R,7aS)-2-fluorotetrahydro-1H-pyrrolizin-7a(5H)-ylmethoxy)quinazolin-4-yl)piperazine-1-carboxylate